ClC1=C(C(=O)O)C=C(C=C1)C#N 2-chloro-5-cyano-benzoic acid